C(#C)C1=C2C(=CC(NC2=CC=C1F)=O)C1=C(C=2N=C(N=C(C2C=N1)N(C[C@H]1NCCCC1)C)N1CCC(CC1)(C)O)F (S)-5-ethynyl-6-fluoro-4-(8-fluoro-2-(4-hydroxy-4-methylpiperidin-1-yl)-4-(methyl(piperidin-2-ylmethyl)amino)pyrido[4,3-d]pyrimidin-7-yl)quinolin-2(1H)-one